FC=1C=C(CC(CC2=CC=CC3=CC=C(C=C23)OC)N)C=CC1 (3-Fluorobenzyl)-2-(7-methoxynaphthalen-1-yl)ethan-1-amine